S1C(=NC2=C1C=CC=C2)NC2=C(C=C(N=N2)N(C)C=2SC(=C(N2)C(=O)O)C2CCN(CC2)S(=O)(=O)C)C ({6-[(1,3-benzothiazol-2-yl)amino]-5-methylpyridazin-3-yl}(methyl)amino)-5-(1-methanesulfonylpiperidin-4-yl)-1,3-thiazole-4-carboxylic acid